4-AMINO-2-HYDROXYTOLUENE NC1=CC(=C(C)C=C1)O